C(C)S(=O)(=O)NC1=CC=C(C=C1)C1=NNC(=C1C(=O)N)NC1=NC(=CC=C1)OC(F)(F)F 3-(4-(ethylsulfonamido)phenyl)-5-((6-(trifluoromethoxy)pyridin-2-yl)amino)-1H-pyrazole-4-carboxamide